(S)-4-(7-Chloro-8-fluoro-5-methoxy-2-(methylthio)pyrido[4,3-d]pyrimidin-4-yl)-6-methyl-1,4-oxazepane-6-ol ClC1=C(C=2N=C(N=C(C2C(=N1)OC)N1CCOC[C@](C1)(O)C)SC)F